2,3-dihydro-1,4-benzodioxine-5-sulfonamide O1CCOC2=C1C=CC=C2S(=O)(=O)N